O.[OH-].[Li+].N1C=CC2=CC=CC=C12 1H-indole Lithium hydroxide hydrate